C(C)(=O)N[C@@H](CS)C(=O)O Acetylcysteine